C1(CCCCC1)OC1=NN=C(S1)N 5-(cyclohexyloxy)-1,3,4-thiadiazol-2-amine